CC(CCCCCCCCCC)S 2-dodecanethiol